FC=1C=C(CNC(C=C)=O)C=CC1F N-(3,4-difluorobenzyl)acrylamide